[N+](=O)([O-])C1=CC=C(C=C1)N1CCN(CC1)S(=O)(=O)C1=CC=C(C=C1)NC(NCC=1C=NC=CC1)=O 3-{4-[4-(4-nitrophenyl)piperazine-1-sulfonyl]phenyl}-1-(pyridin-3-ylmethyl)urea